C(C)C(C(=O)N)CC1=CC=CC=C1 ethyl-3-phenylpropanamide